1-(2-fluorobenzyl)-1H-pyrazolo[3,4-c]pyridazine-3-carboxamidine FC1=C(CN2N=C(C=3C2=NN=CC3)C(=N)N)C=CC=C1